(+-)-5-methoxy-4-((2-(4-(methoxycarbonyl)phenyl)-4-oxopiperidin-1-yl)methyl)-7-methyl-1H-indole-1-carboxylic acid tert-butyl ester C(C)(C)(C)OC(=O)N1C=CC2=C(C(=CC(=C12)C)OC)CN1[C@H](CC(CC1)=O)C1=CC=C(C=C1)C(=O)OC |r|